BrC=1N=C(C(=NC1NC1CCOCC1)NC=1C=C(OCCCNC(OC(C)(C)C)=O)C=CC1)C(N)=O tert-butyl (3-(3-((5-bromo-3-carbamoyl-6-((tetrahydro-2H-pyran-4-yl)amino)pyrazin-2-yl)amino)phenoxy)propyl)carbamate